C(#N)C=1C=C2COC3(CCN(CC3)C(=O)C=3C=CC(=C(C3)NC(C3=CN=C(C=C3)N3CCNCC3)=O)C)C2=CC1 N-(5-(5-cyano-3H-spiro[isobenzofuran-1,4'-piperidin]-1'-ylcarbonyl)-2-methylphenyl)-6-(piperazin-1-yl)nicotinamide